CC1=C(C=C(C=N1)NC(OCCN1C2CCC(C1)C2)=O)NC(=O)C=2C=NN1C2SC(=C1)C=1C=NN(C1)C 2-(2-azabicyclo[2.2.1]heptan-2-yl)ethyl (6-methyl-5-(2-(1-methyl-1H-pyrazol-4-yl)pyrazolo[5,1-b]thiazole-7-carboxamido)pyridin-3-yl)carbamate